(2E)-4-(azetidin-1-yl)-1-[2-(4-chloro-2-fluorophenyl)-3-(pyridin-4-yl)-6,7-dihydropyrazolo[1,5-a]pyrazin-5(4H)-yl]but-2-en-1-one N1(CCC1)C/C=C/C(=O)N1CC=2N(CC1)N=C(C2C2=CC=NC=C2)C2=C(C=C(C=C2)Cl)F